5-(5-(trifluoromethyl)-2,3-dihydrobenzofuran-2-yl)isophthalonitrile FC(C=1C=CC2=C(CC(O2)C=2C=C(C=C(C#N)C2)C#N)C1)(F)F